methyl-spiro[cyclopentane-1,3'-pyrrolo[3,2-b]pyridine]-2'(1'H)-one CN1C(C2(C3=NC=CC=C31)CCCC2)=O